tertbutyl 3-(((2-(2-bromo-6-chloropyridin-4-yl)-2-hydroxyethyl)amino) methyl)morpholine-4-carboxylate BrC1=NC(=CC(=C1)C(CNCC1N(CCOC1)C(=O)OC(C)(C)C)O)Cl